(3R)-3-{[2-(2,3-dichlorophenyl)[1,2,4]triazolo[1,5-c]quinazolin-5-yl]amino}azepan-2-one ClC1=C(C=CC=C1Cl)C1=NN2C(=NC=3C=CC=CC3C2=N1)N[C@H]1C(NCCCC1)=O